1-(tetrahydro-2H-pyran-4-yl)guanidine O1CCC(CC1)NC(=N)N